4-((S)-3-amino-4-hydroxy-1-phenyl-butylsulfanyl)-6-methoxy-nicotinonitrile NC(C[C@@H](C1=CC=CC=C1)SC1=CC(=NC=C1C#N)OC)CO